(R)-6-(2-hydroxy-2-(4'-(trifluoromethyl)-[1,1'-biphenyl]-3-yl)acetyl)-2-(1-(5-isopropylpyridin-3-yl)cyclopropyl)-5,6,7,8-tetrahydropyrido[4,3-d]pyrimidin-4(3H)-one O[C@@H](C(=O)N1CC2=C(N=C(NC2=O)C2(CC2)C=2C=NC=C(C2)C(C)C)CC1)C=1C=C(C=CC1)C1=CC=C(C=C1)C(F)(F)F